CONC(=O)C=1C=NN(C1)C(C)C=1SC(=CC1)C1=NOC(=N1)C(F)(F)F N-methoxy-1-[1-[5-[5-(trifluoromethyl)-1,2,4-oxadiazol-3-yl]-2-thienyl]ethyl]pyrazole-4-carboxamide